(R)-N-((R)-1'-(8-(2,3-dichlorophenyl)-7-methylimidazo[1,2-c]pyrimidin-5-yl)-3H-spiro[benzofuran-2,4'-piperidin]-3-yl)-2-methylpropane-2-sulfinamide ClC1=C(C=CC=C1Cl)C=1C=2N(C(=NC1C)N1CCC3(CC1)OC1=C([C@H]3N[S@](=O)C(C)(C)C)C=CC=C1)C=CN2